(14Z,17Z)-4-(2-((tert-butyldiphenylsilyl)oxy)ethyl)tricosa-14,17-dien [Si](C1=CC=CC=C1)(C1=CC=CC=C1)(C(C)(C)C)OCCC(CCC)CCCCCCCCC\C=C/C\C=C/CCCCC